C12N(CC(NC1)C2)C=2C(=C1C(N(C(C1=C(C2F)F)=O)C2C(NC(CC2)=O)=O)=O)F 5-(2,5-diazabicyclo[2.2.1]heptan-2-yl)-2-(2,6-dioxopiperidin-3-yl)-4,6,7-trifluoroisoindoline-1,3-dione